N-(tert-butoxycarbonyl)-L-alanine (S)-1-phenylethyl ester C1(=CC=CC=C1)[C@H](C)OC([C@@H](NC(=O)OC(C)(C)C)C)=O